C1(CC1)C1=NN(C=N1)C1CC2(CN(C2)C(=O)N2CC3(CN(C3)S(=O)(=O)C3=C(C#N)C=CC=C3)C2)C1 2-[[6-[6-(3-cyclopropyl-1,2,4-triazol-1-yl)-2-azaspiro[3.3]heptane-2-carbonyl]-2,6-diazaspiro[3.3]heptan-2-yl]sulfonyl]benzonitrile